dinitro-4,4'-azofurazan oxide [N+](=O)([O-])C1=NON=C1N=NC=1C(=[N+](ON1)[O-])[N+](=O)[O-]